4-(10H-Phenoxazin-10-yl)butan C1=CC=CC=2OC3=CC=CC=C3N(C12)CCCC